[Si](C)(C)(C(C)(C)C)OCC(O)C1=NC=C(C=C1)F 2-[tert-Butyl(dimethyl)silyl]oxy-1-(5-fluoro-2-pyridyl)ethanol